(R)-2-(3-fluoro-5-isopropyl-2-methoxyphenyl)-2-((R)-3-((5-(5,6,7,8-tetrahydro-1,8-naphthyridin-2-yl)pentyl)(2-(trifluoromethoxy)ethyl)amino)pyrrolidin-1-yl)acetic acid FC=1C(=C(C=C(C1)C(C)C)[C@H](C(=O)O)N1C[C@@H](CC1)N(CCOC(F)(F)F)CCCCCC1=NC=2NCCCC2C=C1)OC